rel-5-(4-{[(1aR)-1a-ethyl-2-oxo-1H,3H,7bH-cyclopropa[c]quinolin-5-yl]methyl}piperazin-1-yl)-N-methylpyridine-2-carboxamide C(C)[C@]12C(NC=3C=C(C=CC3[C@H]1C2)CN2CCN(CC2)C=2C=CC(=NC2)C(=O)NC)=O |o1:11|